S(=O)(=O)(O)S(=O)(=O)[O-].[Ca+2].S(=O)(=O)(O)S(=O)(=O)[O-] calcium sulfosulfonate